C(C)(C)NC(O[C@H]1C[C@H](CC1)C=1NN=C(C1)NC(CC=1C=NN(C1)C1=C(C(=CC(=C1)OC)OCC1=CC=CC=C1)C1OCCO1)=O)=O (1R,3S)-3-[5-(2-{1-[3-(benzyloxy)-2-(1,3-dioxolan-2-yl)-5-methoxyphenyl]pyrazol-4-yl}acetamido)-2H-pyrazol-3-yl]cyclopentyl N-isopropylcarbamate